2-methyl-6-(pyridin-3-ylmethyl)-7,8-dihydro-6H-pyrrolo[2,3-g]quinazolin-4-yl 2,4,6-triisopropylbenzenesulfonate C(C)(C)C1=C(C(=CC(=C1)C(C)C)C(C)C)S(=O)(=O)OC1=NC(=NC2=CC3=C(C=C12)N(CC3)CC=3C=NC=CC3)C